{1-{1-[3-Fluoro-2-(trifluoromethyl)isonicotinoyl]-4-deuteropiperidin-4-yl}-3-[4-(7H-pyrrolo[2,3-d]pyrimidin-4-yl)-1H-pyrazol-1-yl]azetidin-3-yl}acetonitrile FC1=C(C(=O)N2CCC(CC2)([2H])N2CC(C2)(N2N=CC(=C2)C=2C3=C(N=CN2)NC=C3)CC#N)C=CN=C1C(F)(F)F